4-CYANO-3-HYDROXYBENZALDEHYDE C(#N)C1=C(C=C(C=O)C=C1)O